7-chloro-4-(2-(1-(6-(4,5-dimethyl-1H-imidazol-1-yl)pyridin-3-yl)ethylidene)hydrazino)quinoline ClC1=CC=C2C(=CC=NC2=C1)NN=C(C)C=1C=NC(=CC1)N1C=NC(=C1C)C